CN1CCC(CC1)C1=CC(=NC=C1)C(NC(NC1=NC=CC=C1C)=S)=N 4-(1-Methylpiperidin-4-yl)-N-((3-methylpyridin-2-yl)carbamothioyl)picolinimidamide